2-(4-chloro-3-fluoro-phenoxy)-N-[1-(hydroxymethyl)-3-bicyclo[1.1.1]pentanyl]acetamide ClC1=C(C=C(OCC(=O)NC23CC(C2)(C3)CO)C=C1)F